BrCC1=NN(C(=C1)C1=CN=C(O1)OC(C)C)CC1=C(C=CC=C1)Cl 5-[3-(Bromomethyl)-1-[(2-chlorophenyl)methyl]-1H-pyrazol-5-yl]-2-(propan-2-yloxy)-1,3-oxazole